2-cyclopropyl-4-((6-(trifluoromethyl)-2,3-dihydro-1H-inden-1-yl)oxy)pyrimidine-5-carbonitrile C1(CC1)C1=NC=C(C(=N1)OC1CCC2=CC=C(C=C12)C(F)(F)F)C#N